5-amino-2-tert-butoxycarbonyl-1,2,3,4-tetrahydroisoquinoline NC1=C2CCN(CC2=CC=C1)C(=O)OC(C)(C)C